ClC=1C=C(C(=O)N2CC=3C(=NN4C3C(N(C[C@H]4C)[C@H](C)C4=NC=CC=C4)=O)C[C@H]2C)C=CC1Cl (3R,7R)-2-(3,4-dichlorobenzoyl)-3,7-dimethyl-9-((R)-1-(pyridin-2-yl)ethyl)-1,2,3,4,8,9-hexahydropyrido[4',3':3,4]Pyrazolo[1,5-a]Pyrazin-10(7H)-one